FC(C=1C=C(N)C=CC1)(F)F M-trifluoromethyl-aniline